C(CCCCCCCCCCCCCCC)OC(CCN(C(CCCCCCCCCCCCCCC)=O)CCO)O N-(hexadecyloxyhydroxypropyl)-N-hydroxyethyl-hexadecanoic acid amide